(E)-2-methoxycarbonyl-ethylene COC(=O)C=C